3-((1S,2S)-2-(difluoromethyl) cyclopropyl)-3-oxopropanoate FC([C@@H]1[C@H](C1)C(CC(=O)[O-])=O)F